4-(3-fluoropyrazolo[1,5-a]pyrimidin-7-yl)-N,N-diphenylaniline FC=1C=NN2C1N=CC=C2C2=CC=C(N(C1=CC=CC=C1)C1=CC=CC=C1)C=C2